O.CC1=CC=C(C=C1)S(=O)(=O)[O-].C1(CCCC1)C(C(=O)OC1C[N+](CC1)(C)C)(C1=CC=CC=C1)O 3-[(2-cyclopentyl-2-hydroxy-2-phenylacetyl)oxy]-1,1-dimethylpyrrolidin-1-ium 4-methylbenzene-1-sulfonate hydrate